N-((1S,4r)-4-((S)-1-hydroxyethyl)cyclohexyl)-5-(1H-imidazol-1-yl)thieno[2,3-c]pyridine-7-carboxamide O[C@@H](C)C1CCC(CC1)NC(=O)C=1N=C(C=C2C1SC=C2)N2C=NC=C2